C1(CC1)C1=C(C(=NO1)C1=C(C=CC=C1Cl)Cl)COC1C(CN(CC1)C1=CC=C(/C(=N/O)/N)C=C1)C (Z)-4-(4-((5-cyclopropyl-3-(2,6-dichlorophenyl)isoxazol-4-yl)methoxy)-3-methylpiperidin-yl)-N'-hydroxybenzamidine